ClC1=CC=C(C(=N1)C(=O)O)N[C@H](C)C=1C=C(C=C2C(N(C(=NC12)C1=CC=C(C=C1)S(=O)(=O)C)C)=O)C (R)-6-chloro-3-((1-(3,6-dimethyl-2-(4-(methylsulfonyl)phenyl)-4-oxo-3,4-dihydroquinazolin-8-yl)ethyl)amino)picolinic acid